2-(1H-indol-3-yl)-N,N-dimethylethan-1-amine-1,1,2,2-d4 N1C=C(C2=CC=CC=C12)C(C(N(C)C)([2H])[2H])([2H])[2H]